2-(2-(cyclopropanesulfonylamino)pyrimidin-4-yl)-2-methyl-N-(4-(pyrimidin-5-yl)phenyl)propanamide C1(CC1)S(=O)(=O)NC1=NC=CC(=N1)C(C(=O)NC1=CC=C(C=C1)C=1C=NC=NC1)(C)C